2-CHLORO-4-METHOXYBENZALDEHYDE ClC1=C(C=O)C=CC(=C1)OC